(2R,3'R)-3-(2-Cyclopentyl-2-phenyl-2-hydroxyacetoxy)-1-(methoxycarbonylmethyl)-1-methylpyrrolidinium bromid [Br-].C1(CCCC1)[C@@](C(=O)OC1C[N+](CC1)(C)CC(=O)OC)(O)C1=CC=CC=C1